(1S,3R)-3-((5-(pyridin-2-yl)-1H-pyrrolo[2,3-b]pyridin-4-yl)amino)cyclopentan-1-ol N1=C(C=CC=C1)C=1C(=C2C(=NC1)NC=C2)N[C@H]2C[C@H](CC2)O